3-amino-N-[(3R)-7-[(3S,4S)-3-amino-4-methoxypyrrolidin-1-yl]-8-cyano-5-fluoro-3,4-dihydro-2H-1-benzopyran-3-yl]-6-methylthieno[2,3-b]pyridine-2-carboxamide NC1=C(SC2=NC(=CC=C21)C)C(=O)N[C@H]2COC1=C(C2)C(=CC(=C1C#N)N1C[C@@H]([C@H](C1)OC)N)F